C(C)N1N=CC2=CC=C(C(=C12)OC)NC1=CC=NC=C1C(=O)NC([2H])([2H])[2H] 4-((1-ethyl-7-methoxy-1H-indazol-6-yl)amino)-N-(methyl-d3)nicotinamide